N[C@H](C)C(=O)O (D)-alanine